C1(=CC=C(C=C1)C=1C=NC2=NC=CC(=C2C1)Cl)C1=CC=CC=C1 3-([1,1'-biphenyl]-4-yl)-5-chloro-1,8-naphthyridine